N1C(=NC2=C1C=CC=C2)C2=CC(=NN2)NC(C2=CC(=C(C=C2)OCCOC)OC)=O N-[5-(1H-benzimidazol-2-yl)-1H-pyrazol-3-yl]-3-methoxy-4-(2-methoxyethoxy)benzamide